tert-Butyl 3-((2-((S)-((tert-butoxycarbonyl)amino)(4,4-difluorocyclohexyl)methyl)imidazo[1,2-b]pyridazin-7-yl)methyl)-2-oxo-4-(trifluoromethyl)pyrrolidine-1-carboxylate C(C)(C)(C)OC(=O)N[C@H](C=1N=C2N(N=CC(=C2)CC2C(N(CC2C(F)(F)F)C(=O)OC(C)(C)C)=O)C1)C1CCC(CC1)(F)F